C[C@@H]1N(CCNC1)C=1C=C(C=NC1)C#N 5-[(2S)-2-methylpiperazin-1-yl]pyridine-3-carbonitrile